OC1=C(C2=CC=CC=C2C=C1)SSC1=C(C=CC2=CC=CC=C12)O di(2-hydroxy-1-naphthyl) disulfide